racemic-N-(4-acetylphenyl)-2-(14-fluoro-5-methoxy-10-methyl-9-oxo-4,8,12-triazatricyclo[9.4.0.02,7]pentadeca-1(11),2(7),3,5,12,14-hexaen-8-yl)acetamide C(C)(=O)C1=CC=C(C=C1)NC(CN1C=2C=C(N=CC2C=2C=C(C=NC2[C@H](C1=O)C)F)OC)=O |r|